(6R)-6-({2-[2-(trifluoromethoxy)phenyl][1,2,4]triazolo[1,5-c]quinazolin-5-yl}amino)-1,4-diazepan-5-one FC(OC1=C(C=CC=C1)C1=NN2C(=NC=3C=CC=CC3C2=N1)N[C@H]1C(NCCNC1)=O)(F)F